(R)-4-(6-(6,7-difluoroquinazolin-4-yl)-5,6,7,8-tetrahydro-1,6-naphthyridin-3-yl)-2-methylmorpholine FC=1C=C2C(=NC=NC2=CC1F)N1CC=2C=C(C=NC2CC1)N1C[C@H](OCC1)C